2,6-dinitro-4-trifluoromethyl-aniline [N+](=O)([O-])C1=C(N)C(=CC(=C1)C(F)(F)F)[N+](=O)[O-]